ethyl 2-[[(2S)-2-(tert-butoxycarbonylamino)propanoyl]amino]-3-(2-chloro-6-fluoro-benzoyl)-5,6-dihydro-4H-cyclopenta[b]thiophene-5-carboxylate C(C)(C)(C)OC(=O)N[C@H](C(=O)NC1=C(C2=C(S1)CC(C2)C(=O)OCC)C(C2=C(C=CC=C2F)Cl)=O)C